FC1([C@@H](COC1)N1N=NC(=C1)C)F 1-(1-((3R)-4,4-difluorotetrahydrofuran-3-yl)-1H-triazol-4-yl)-methane